helium ketovaleric acid O=C(C(=O)O)CCC.[He]